4-(3,8-diazabicyclo[3.2.1]octan-3-yl)-6-chloro-8-fluoro-2-(((S)-1-(4-fluoropiperidin-1-yl)propan-2-yl)oxy)quinazolin-7-yl-7-fluorobenzo[d]thiazol-2-amine C12CN(CC(CC1)N2)C2=NC(=NC1=C(C(=C(C=C21)Cl)C2=CC=C(C1=C2N=C(S1)N)F)F)O[C@H](CN1CCC(CC1)F)C